N1=CC=C(C=2CCNCC12)O 5,6,7,8-tetrahydro-1,7-naphthyridin-4-ol